1-(3-methylphenyl)ethanol CC=1C=C(C=CC1)C(C)O